(2-(Difluoromethyl)-5-(3-ethyl-1H-pyrrolo[2,3-b]pyridin-5-yl)phenyl)dimethylphosphine oxide FC(C1=C(C=C(C=C1)C=1C=C2C(=NC1)NC=C2CC)P(C)(C)=O)F